CC1=C(C(=CC(=C1)C)C)S(=O)(=O)/C=C/C#N (2E)-3-[(2,4,6-trimethylphenyl)sulfonyl]-2-propenenitrile